(2,6-difluoro-4-(tetrahydro-2H-pyran-4-yloxy)phenyl)-3-(1-methyl-1H-pyrazol-4-yl)-1H-pyrazolo[3,4-c]pyridine FC1=C(C(=CC(=C1)OC1CCOCC1)F)N1N=C(C=2C1=CN=CC2)C=2C=NN(C2)C